tert-butyl 2-((tert-butoxycarbonyl)oxy)-6-(isobutoxymethyl)-3-(1-hydroxy-3-((3aS,4R,6R)-3a,5,5-trimethylhexahydro-4,6-methanobenzo[d][1,3,2]dioxaborolan-2-yl)propan-2-yl)benzoate C(C)(C)(C)OC(=O)OC1=C(C(=O)OC(C)(C)C)C(=CC=C1C(CO)CB1O[C@@]2(C(O1)C[C@@H]1C([C@H]2C1)(C)C)C)COCC(C)C